ClC1=C2C(C3(C(N(C2=CC=C1)C)=O)C(N(C1=CC=CC=C13)CC)=O)=O 5'-Chloro-1-ethyl-1'-methyl-2'h-spiro[indoline-3,3'-quinoline]-2,2',4'(1'h)-trione